C1(CC1)C1=CC(=NO1)C1=C(C=CC=C1Cl)Cl 5-Cyclopropyl-3-(2,6-dichlorophenyl)isoxazol